4-(3-methoxy-1-((tetrahydro-2H-pyran-4-yl)methyl)-4-(trifluoromethyl)-1H-pyrazole-5-carboxamido)picolinamide COC1=NN(C(=C1C(F)(F)F)C(=O)NC1=CC(=NC=C1)C(=O)N)CC1CCOCC1